C1=CC=CC=2C3=CC=CC=C3N(C12)C1=CC=C(C=C1)N(C1=CC=C(C=C1)C1=CC=C(C=C1)Br)C1=CC=C(C=C1)C1=CC=C(C=C1)Br N-(4-(9H-carbazol-9-yl)phenyl)-4'-bromo-N-(4'-bromo-[1,1'-biphenyl]-4-yl)-[1,1'-biphenyl]-4-amine